C(CC(O)(C(=O)O)CC(=O)O)(=O)O.C(C)N1C(NC2=C1C=CC=C2)=O 3-ethyl-1,3-dihydro-2H-benzo[d]imidazol-2-one citrate